BrC1=NC=CC(=C1)OC 2-bromo-4-methoxy-pyridine